N4-(1-(4-(2-(2-aminopyridin-3-yl)-5-phenyl-3H-imidazo[4,5-b]pyridin-3-yl)benzyl)piperidin-4-yl)-6-fluorobenzo[d]thiazole-2,4-dicarboxamide NC1=NC=CC=C1C1=NC=2C(=NC(=CC2)C2=CC=CC=C2)N1C1=CC=C(CN2CCC(CC2)NC(=O)C=2C=C(C=C3C2N=C(S3)C(=O)N)F)C=C1